CC1=C(C=2N(C=C1C1=C(C3=NC(=CC=C3N1)N1CC3(CN(C3)CC(=O)N(C)C)C1)C(C)C)N=CN2)C 2-(6-(2-(7,8-dimethyl-[1,2,4]triazolo[1,5-a]pyridin-6-yl)-3-isopropyl-1H-pyrrolo[3,2-b]pyridin-5-yl)-2,6-diazaspiro[3.3]hept-2-yl)-N,N-dimethylacetamide